OCC#CC=1N=C(C(=NC1)O[C@@H]1C[C@H](CC1)C(=O)OCC)C |r| (±)-Trans-ethyl 3-((5-(3-hydroxyprop-1-yn-1-yl)-3-methylpyrazin-2-yl)oxy)cyclopentanecarboxylate